3-(2-chloro-6-methyl-4-pyridinyl)-2-(3-cyanophenyl)-N-[rac-(3S)-3-piperidinyl]pyrazolo[1,5-a]pyrimidine-5-carboxamide ClC1=NC(=CC(=C1)C=1C(=NN2C1N=C(C=C2)C(=O)N[C@@H]2CNCCC2)C2=CC(=CC=C2)C#N)C |r|